tert-Butyl (3-(3-methoxy-4-((3-(4-methoxy-3-(pentyloxy)phenyl)-2-oxotetrahydropyrimidin-1(2H)-yl)methyl)phenyl)prop-2-yn-1-yl)carbamate COC=1C=C(C=CC1CN1C(N(CCC1)C1=CC(=C(C=C1)OC)OCCCCC)=O)C#CCNC(OC(C)(C)C)=O